4-(6-(2-(2-isopropylphenyl)pyrrolidin-1-yl)-2-azaspiro[3.3]hept-2-yl)benzamide C(C)(C)C1=C(C=CC=C1)C1N(CCC1)C1CC2(CN(C2)C2=CC=C(C(=O)N)C=C2)C1